4-((2S,5R)-4-(1-(4-(1-cyanocyclopropyl)phenyl)ethyl)-5-ethyl-2-methylpiperazin-1-yl)-1-methyl-2-oxo-1,2-dihydropyrido[3,2-d]pyrimidine-6-carbonitrile C(#N)C1(CC1)C1=CC=C(C=C1)C(C)N1C[C@@H](N(C[C@H]1CC)C=1C2=C(N(C(N1)=O)C)C=CC(=N2)C#N)C